C(#N)C=1C=C(C=CC1)C1=CC=C(C=C1)OB(O)O (3'-cyano-[1,1'-biphenyl]-4-yl)boric acid